N(=[N+]=[N-])C1=NN(C2=NC=C(C=C21)F)C2OCCCC2 3-azido-5-fluoro-1-(tetrahydro-2H-pyran-2-yl)-1H-pyrazolo[3,4-b]pyridine